NC([C@H](CCC(=O)OC(C)(C)C)N1C(C2=CC=C(C=C2C1)C[C@@H]1[C@H]([C@H](CCC1)O)NC(=O)OC(C)(C)C)=O)=O tert-Butyl (S)-5-amino-4-(5-(((1R,2R,3S)-2-((tert-butoxycarbonyl)amino)-3-hydroxycyclohexyl) methyl)-1-oxoisoindolin-2-yl)-5-oxopentanoate